ClC1=CC=C(C=N1)NC1=NC=CC(=C1)OC1=C(N=C(S1)N)C1=CC=CC=C1 5-((2-((6-Chloropyridin-3-yl)amino)pyridin-4-yl)oxy)-4-phenylthiazol-2-amine